1-(2-(4-(3-Phenyl-5,6-dihydroimidazo[1,2-d]pyrido[3,2-f][1,4]oxazepin-2-yl)benzyl)-2,7-diazaspiro[3.5]nonan-7-yl)prop-2-en-1-one C1(=CC=CC=C1)C1=C(N=C2N1CCOC1=C2C=CC=N1)C1=CC=C(CN2CC3(C2)CCN(CC3)C(C=C)=O)C=C1